2-[4-[[5-(trifluoromethyl)-3-pyridyl]oxy]phenoxy]acetamide FC(C=1C=C(C=NC1)OC1=CC=C(OCC(=O)N)C=C1)(F)F